FC1(CCC(CC1)NC1=NC(=NC(=N1)NC1CCC(CC1)(F)F)C1=NOC(=C1)C)F N2,N4-bis(4,4-difluorocyclohexyl)-6-(5-methylisoxazol-3-yl)-1,3,5-triazine-2,4-diamine